(2S,4R)-4-hydroxy-1-((S)-3-methyl-2-(4-(5-(piperidin-4-yloxy)pyrazin-2-yl)-1H-1,2,3-triazol-1-yl)butanoyl)-N-((S)-1-(4-(4-methylthiazol-5-yl)phenyl)ethyl)pyrrolidine-2-carboxamide O[C@@H]1C[C@H](N(C1)C([C@H](C(C)C)N1N=NC(=C1)C1=NC=C(N=C1)OC1CCNCC1)=O)C(=O)N[C@@H](C)C1=CC=C(C=C1)C1=C(N=CS1)C